(2,6-dichloro-4-methylpyridin-3-yl)methanol ClC1=NC(=CC(=C1CO)C)Cl